N1CCC(CC1)C1=CC=CC(=N1)OCC1=CC=C(S1)C(C)=O 1-(5-(((6-(piperidin-4-yl)pyridin-2-yl)oxy)methyl)thiophen-2-yl)ethan-1-one